C1(CCCCC1)C(C=CC)O 1-cyclohexyl-2-buten-ol